C(C)C(CC)(C(CC)(C1=CC=CC=C1)CC)C1=CC=CC=C1 3,4-diethyl-3,4-diphenylhexane